BrC1=CC=C(C=C1)/C=C/C(=O)N1CCN(CC1)C(=O)C=1C=CC(NC1)=O (E)-5-(4-(3-(4-bromophenyl)acryloyl)piperazine-1-carbonyl)pyridin-2(1H)-one